4-fluoro-1-(2-methoxyethyl)-1H-benzo[d]imidazole-6-carboxylate FC1=CC(=CC=2N(C=NC21)CCOC)C(=O)[O-]